FC1=C(C=CC(=C1)[N+](=O)[O-])N1CCC(CC1)O 1-(2-fluoro-4-nitrophenyl)piperidin-4-ol